COC1=C(C=CC(=C1)C1=NC=CC(=C1C)C1=C(C(=CC=C1)C1=NC(=C(C=C1)CNC)OC)C)CNC 1-(2-methoxy-4-(4-(3-(6-methoxy-5-((methylamino)methyl)pyridin-2-yl)-2-methylphenyl)-3-methylpyridin-2-yl)phenyl)-N-methylmethanamine